FC=1C(=CC(=C(C1)N1C(C=CC2=CC(=CC=C12)S(=O)(=O)N(CC1=CC=C(C=C1)OC)C1=NOC=C1)=O)OC)C=O (P)-1-(5-fluoro-4-formyl-2-methoxyphenyl)-N-(isoxazol-3-yl)-N-(4-methoxybenzyl)-2-oxo-1,2-dihydroquinoline-6-sulfonamide